FC1=C2C3(C(NC2=CC=C1)=O)CC3 4'-fluorospiro[cyclopropane-1,3'-dihydroindole]-2'-one